N-hydroxy-N'-phenyloctanediamide C1=CC=C(C=C1)NC(=O)CCCCCCC(=O)NO